6-(4-(hydroxymethyl)piperidin-1-yl)picolinamide OCC1CCN(CC1)C1=CC=CC(=N1)C(=O)N